2-((tert-butyldimethylsilyl)oxy)-1-(4-fluorophenyl)ethan-1-amine [Si](C)(C)(C(C)(C)C)OCC(N)C1=CC=C(C=C1)F